ClC=1C(=C(C=CC1F)NC(=S)C1=C(CCN(C1=O)C(=O)OC(C)(C)C)O)OC tert-butyl 5-[(3-chloro-4-fluoro-2-methoxyphenyl)carbamothioyl]-4-hydroxy-6-oxo-3,6-dihydropyridine-1(2H)-carboxylate